FC=1C=CC2=C(O[C@H](CO2)CO)C1 (S)-(7-fluoro-2,3-dihydrobenzo[B][1,4]dioxin-2-yl)methanol